CC(C)CCCCCC 2-methyloctan